N-cyclobutyl-4-(2-(4-isopropyl-5-(8-methoxy-[1,2,4]triazolo[1,5-a]pyridin-6-yl)-1H-pyrazol-3-yl)thiazol-5-yl)cyclohexan-1-amine C1(CCC1)NC1CCC(CC1)C1=CN=C(S1)C1=NNC(=C1C(C)C)C=1C=C(C=2N(C1)N=CN2)OC